5-[4-(Cyanomethoxy)-2,3-difluorophenyl]-N-[4-[2-[[(3R,4R)-4-hydroxypyrrolidin-3-yl]carbamoylamino]ethylcarbamoyl]-3-methylphenyl]-1-methylimidazol-2-carboxamid C(#N)COC1=C(C(=C(C=C1)C1=CN=C(N1C)C(=O)NC1=CC(=C(C=C1)C(NCCNC(N[C@@H]1CNC[C@H]1O)=O)=O)C)F)F